COC1=CC(=NC=C1C#N)C1=NC=C(C=C1)CN1C[C@H](NC(C1)=O)C=1C(=C2COC(C2=CC1)=O)C (R)-4-methoxy-5'-((3-(4-methyl-1-oxo-1,3-dihydroisobenzofuran-5-yl)-5-oxopiperazin-1-yl)methyl)-[2,2'-bipyridine]-5-carbonitrile